C1(=CC=C(C=C1)C(CC1=CC(=C(C(=C1)C)O)C)C)C(CC1=CC(=C(C(=C1)C)O)C)C 4,4'-[1,4-phenylenebis(1-methylethylene)]bis[2,6-dimethylphenol]